NC1=NC=C(C2=C1COC2)NC(C(=O)N2C(CCC(C2)C)C2=CC1=CC(N=C1C=C2)=O)=O N-(4-amino-1,3-dihydro-furo[3,4-c]pyridin-7-yl)-2-(5-methyl-2-(2-oxoindol-5-yl)piperidin-1-yl)-2-oxoacetamide